FC(C1CCC(CC1)C(=O)N1CCC(CC1)CN1[C@@H]([C@H]([C@@H]([C@H](C1)O)O)O)CO)(F)F (4-(trifluoromethyl)cyclohexyl)(4-(((2R,3R,4R,5S)-3,4,5-trihydroxy-2-(hydroxymethyl)piperidin-1-yl)methyl)piperidin-1-yl)methanone